CN1N=CC=2C(=NC(=CC21)C)C(=O)N2[C@H](C=1C(CC2)=C(N(N1)C)C1=CC(=NN1C)C(F)(F)F)C (S)-(1,6-dimethyl-1H-pyrazolo[4,3-c]pyridin-4-yl)(2,7-dimethyl-3-(1-methyl-3-(trifluoromethyl)-1H-pyrazol-5-yl)-2,4,5,7-tetrahydro-6H-pyrazolo[3,4-c]pyridin-6-yl)methanone